N1C(NCC1)=CC(=O)C1=CC=CC=C1 2-(imidazolidin-2-ylidene)-1-phenylethane-1-one